O[C@@H]1C[C@H]2[C@H](CCCC3=C(O2)C=C(C=C3)C(=O)NS(=O)(=O)C)[C@H]1\C=C\C(C(CCCC)C(F)(F)F)O (2R,3R,3aR,11aS)-2-hydroxy-3-[(1E,3ξ,4ξ)-3-hydroxy-4-(trifluoromethyl)-1-octen-1-yl]-N-(methylsulfonyl)-1,2,3,3a,4,5,6,11a-octahydrobenzo[b]cyclopenta[g]oxocine-9-carboxamide